CC1(OB(OC1(C)C)/C=C/C1=NC=CC=C1)C (E)-2-(2-(4,4,5,5-tetramethyl-1,3,2-dioxaborolan-2-yl)vinyl)pyridine